FC1(CN(C1)CCS(=O)(=O)NC1=C(C=C(C=C1)C1=NC=2C=NC(=NC2N(C1=O)C(C)C)NC1CCC(CC1)N(C)C)F)F 2-(3,3-difluoroazetidin-1-yl)-N-(4-(2-(((1r,4r)-4-(dimethylamino)-cyclohexyl)amino)-8-isopropyl-7-oxo-7,8-dihydropteridin-6-yl)-2-fluorophenyl)ethane-1-sulfonamide